BrC=1SC=CC1C1=C(C=CC(=C1)F)F 2-bromo-3-(2,5-difluorophenyl)thiophene